C1(=CC=CC=C1)C=1C=C2C=3C=C(C=CC3N3C2=C(C1)C1=CC(=CC=C13)B1OC(C(O1)(C)C)(C)C)C1=CC=CC=C1 2,11-diphenyl-5-(4,4,5,5-tetramethyl-1,3,2-dioxaborolan-2-yl)indolo[3,2,1-jk]carbazole